C(C)(C)(C)N1C(C=2C(CC1)=NN(C2)C\C(\CN2C(C1=CC=CC=C1C2=O)=O)=C\F)=O (E)-2-(2-((5-tert-butyl-4-oxo-4,5,6,7-tetrahydro-2H-pyrazolo[4,3-c]pyridin-2-yl)methyl)-3-fluoroallyl)isoindolin-1,3-dione